C(CSCC#N)SCC#N (ethylenedithio)diacetonitril